(3-(5-methyl-1,2,4-oxadiazol-3-yl)benzyl)hydroxylamine hydrochloride Cl.CC1=NC(=NO1)C=1C=C(CNO)C=CC1